OC(=O)C(F)(F)F.CC1(N(C(=NO1)C1[C@H]2CNC[C@@H]12)C1=CC=C(C=C1)C)C (1R,5S,6r)-6-[5,5-dimethyl-4-(4-methylphenyl)-4,5-dihydro-1,2,4-oxadiazol-3-yl]-3-azabicyclo[3.1.0]Hexane TFA salt